3-ethyl-2-thioxo-1,3-thiazolidin-4-one C(C)N1C(SCC1=O)=S